cobalt(II) laurate C(CCCCCCCCCCC)(=O)[O-].[Co+2].C(CCCCCCCCCCC)(=O)[O-]